(R)-2-((((R)-1-(naphthalen-1-yl)ethyl)amino)methyl)chroman C1(=CC=CC2=CC=CC=C12)[C@@H](C)NC[C@@H]1OC2=CC=CC=C2CC1